ClC1=CC=2C(C3=C(C(N(C3C3=CC(=C(C=C3)O)OC)CCCN(C)C)=O)OC2C=C1)=O 7-chloro-2-(3-(dimethylamino)propyl)-1-(4-hydroxy-3-methoxyphenyl)-1,2-dihydrochromeno[2,3-c]pyrrole-3,9-dione